2,2-dimethyl-5-nitro-1,3-dioxane CC1(OCC(CO1)[N+](=O)[O-])C